t-butoxycarbonyl-L-glutamic acid-5-t-butyl ester C(C)(C)(C)OC(CC[C@H](NC(=O)OC(C)(C)C)C(=O)O)=O